BrC1=CC2=C(C(=NO2)N)C=C1 6-Bromobenzo[d]isoxazol-3-amine